FC(CC=1C=C2C(=NC=NC2=CC1)N1CC2(C1)CCNCC2)(F)F 2-[6-(2,2,2-trifluoroethyl)quinazolin-4-yl]-2,7-diazaspiro[3.5]nonan